1-methyl-5',6'-dihydrospiro[pyrrolidine-3,4'-pyrrolo[1,2-b]pyrazol]-2'-yl trifluoromethanesulfonate FC(S(=O)(=O)OC=1C=C2N(N1)CCC21CN(CC1)C)(F)F